4-amino-6-(1,1-dimethylethyl)-3-(methylthio)-1,2,4-triazin-5(4H)-one NN1C(=NN=C(C1=O)C(C)(C)C)SC